2-chloro-4-[[5-(2-chloro-3-fluoro-4-methoxy-phenyl)-1-methyl-imidazole-2-carbonyl]amino]benzoic acid ClC1=C(C(=O)O)C=CC(=C1)NC(=O)C=1N(C(=CN1)C1=C(C(=C(C=C1)OC)F)Cl)C